COC1=NC(=NC(=C1C(F)(F)F)OC)C1=CC=NC=C1 4,6-dimethoxy-2-(4-pyridyl)-5-trifluoromethylpyrimidine